C1(CC1)CC(=O)N1CCC(CC1)N1N=CC(=C1)CNC1=C2C(N(C(C2=CC=C1)=O)C1C(NC(CC1)=O)=O)=O 4-(((1-(1-(2-cyclopropylacetyl)piperidin-4-yl)-1H-pyrazol-4-yl)methyl)amino)-2-(2,6-dioxopiperidin-3-yl)isoindoline-1,3-dione